C(CCCCCCCCCCCCC)OCCCCCCCCCCCCCC Tetradecyl ether